CCC(CCC)OC1=NN2C(C(=N1)N(CC1=CC=C(C=C1)OC)CC1=CC=C(C=C1)OC)=NC=C2 2-(hexane-3-yloxy)-N,N-bis(4-methoxybenzyl)imidazo[2,1-f][1,2,4]triazin-4-amine